3-((4-oxa-1,9-diazaspiro[5.5]undec-9-yl)-sulfonyl)-N-(5-(2-fluoropyridin-4-yl)-2,3-dihydro-1H-inden-4-yl)-1-((2-(trimethylsilyl)ethoxy)methyl)-1H-1,2,4-triazol-5-amine N1CCOCC12CCN(CC2)S(=O)(=O)C2=NN(C(=N2)NC2=C1CCCC1=CC=C2C2=CC(=NC=C2)F)COCC[Si](C)(C)C